4-(piperidin-1-yl)pyrimidin N1(CCCCC1)C1=NC=NC=C1